sodium 2-hydroxylinoleate OC(C(=O)[O-])CCCCCC\C=C/C\C=C/CCCCC.[Na+]